5-(2,6-dimethyl-4-pyridinyl)-6-isopropyl-2-(6-piperazin-1-yl-3-pyridinyl)-4H-thieno[3,2-b]Pyrrole CC1=NC(=CC(=C1)C1=C(C2=C(N1)C=C(S2)C=2C=NC(=CC2)N2CCNCC2)C(C)C)C